CNC1CCN(CC1)C=1C=2N(C=CC1)C(=CN2)N2C(NC(CC2)=O)=O 1-(8-(4-(Methylamino)piperidin-1-yl)imidazo[1,2-a]pyridin-3-yl)dihydropyrimidine-2,4(1H,3H)-dione